CC1(C2=CC=CC=C2C=2C=CC(=CC12)NC1=CC=CC=2C3(C4=CC=CC=C4C12)C1=CC=CC=C1C=1C=CC=CC13)C N-(9,9-dimethyl-9H-fluoren-2-yl)-9,9'-spirobifluorene-4-amine